racemic-2-((1-(3-(4-fluorophenyl)-2,7-dimethyl-1-oxo-1,2-dihydroisoquinolin-5-yl)ethyl)amino)benzoic acid FC1=CC=C(C=C1)C=1N(C(C2=CC(=CC(=C2C1)[C@@H](C)NC1=C(C(=O)O)C=CC=C1)C)=O)C |r|